OC1=C(C2=CC(=CC=C2C=C1)O)C=O 2,7-dihydroxynaphthalene-1-formaldehyde